p-hydroxyphenacyl bromide OC1=CC=C(C(CBr)=O)C=C1